2-(2-((1E,3E)-4-(3-((4,7-dimethyl-1,4,7-triazonan-1-yl)methyl)-4-hydroxyphenyl)buta-1,3-dien-1-yl)-4H-chromen-4-ylidene)malononitrile CN1CCN(CCN(CC1)C)CC=1C=C(C=CC1O)/C=C/C=C/C=1OC2=CC=CC=C2C(C1)=C(C#N)C#N